C(C)C(COP(O)(=O)CC(CCCC)CC)CCCC 2-Ethylhexyl-phosphonic acid mono-2-ethylhexylester